C(CCCCCCCCCCC)OS(=O)(=O)C1=CC=CC=C1.OC[PH3+] hydroxymethyl-phosphonium dodecyl-benzenesulfonate